C(C)(C)(C)OC(=O)N1CCCC(=CC1)C1=C(C(=CC=2CCOC21)N)F 5-(5-amino-6-fluoro-2,3-dihydrobenzofuran-7-yl)-2,3,4,7-tetrahydroazepine-1-carboxylic acid tert-butyl ester